CN1CCN(CC1)C1=CC=C(C=C1)NC1=CC(=NN1)C1=CC=C(S1)C#N 5-(5-(4-(4-methylpiperazin-1-yl)phenylamino)-1H-pyrazol-3-yl)thiophene-2-carbonitrile